3-bromo-1-(3-chloropyridin-2-yl)-N-(2-methyl-4-chloro-6-(methylethylcarbamoyl)phenyl)-N-methyl-1H-pyrazole-5-carboxamide BrC1=NN(C(=C1)C(=O)N(C)C1=C(C=C(C=C1C(N(CC)C)=O)Cl)C)C1=NC=CC=C1Cl